2-[2-[2-chloro-6-cyano-4-[1-methyl-1-[4-[(2-methylsulfanylpyrimidin-4-yl)methoxy]phenyl]ethyl]phenoxy]ethoxy]acetic acid ClC1=C(OCCOCC(=O)O)C(=CC(=C1)C(C)(C1=CC=C(C=C1)OCC1=NC(=NC=C1)SC)C)C#N